monoglycerine citrate monooleate C(CCCCCCC\C=C/CCCCCCCC)(=O)O.C(CC(O)(C(=O)O)CC(=O)O)(=O)O.OCC(O)CO